ethyl 5-(bis(tert-butoxycarbonyl)amino)-1-((2-(trimethylsilyl)ethoxy)methyl)-6,8-dihydro-1H-furo[3,4-d]pyrrolo[3,2-b]pyridine-2-carboxylate C(C)(C)(C)OC(=O)N(C1=C2C(=C3C(=N1)C=C(N3COCC[Si](C)(C)C)C(=O)OCC)COC2)C(=O)OC(C)(C)C